Methyl 5-(4-(3-((tert-butoxycarbonyl)amino)propoxy)piperidin-1-yl)benzo[c][2,6]naphthyridine-8-carboxylate C(C)(C)(C)OC(=O)NCCCOC1CCN(CC1)C1=NC2=C(C3=CN=CC=C13)C=CC(=C2)C(=O)OC